FC(C1=NN=C(O1)C1=CC=2N(C=C1)C=C(N2)CN(S(=O)(=O)C2CCN(CC2)CC)C2=CC=CC=C2)F N-((7-(5-(Difluoromethyl)-1,3,4-Oxadiazol-2-Yl)Imidazo[1,2-a]Pyridin-2-Yl)Methyl)-1-Ethyl-N-Phenylpiperidine-4-Sulfonamide